1-acetylazetidine-3-carboxylic acid C(C)(=O)N1CC(C1)C(=O)O